FC=1C(=C2N=CC=NC2=CC1F)COC=1C(=CC(=C(N)C1)F)OC 5-((6,7-difluoroquinoxalin-5-yl)methoxy)-2-fluoro-4-methoxyaniline